ClC=1C=C2CCCC(C2=CC1)NS(=O)(=O)C1=CC=C(C=C1)OC(F)(F)F N-(6-chloro-1,2,3,4-tetrahydronaphthalen-1-yl)-4-(trifluoromethoxy)benzene-sulfonamide